1-methyl-2-vinyl-1H-imidazol CN1C(=NC=C1)C=C